2-(cyclohexen-1-yl)-4,4,5,5-tetramethyl-1,3,2-dioxaborolan C1(=CCCCC1)B1OC(C(O1)(C)C)(C)C